4-chloro-1-hydroxy-3,5-dimethyl-benzene ClC1=C(C=C(C=C1C)O)C